5-(2,6-dichlorophenyl)-2-(2,5-difluorophenoxy)-6H-pyrimido[1,6-b]pyridazin-6-one ClC1=C(C(=CC=C1)Cl)C=1C(N=CN2N=C(C=CC21)OC2=C(C=CC(=C2)F)F)=O